C1=CC=C2C(=C1)C(=O)C(C2=O)(O)O triketohydrindene hydrate